C(C)S(=O)(=O)C1=CC=C(C=C1)N1C(N(C2=NC=CC=C21)[C@@H]2CN(CC2)CC=2N(C(=CN2)C(=O)O)C)=O (S)-2-((3-(1-(4-(Ethylsulfonyl)phenyl)-2-oxo-1,2-dihydro-3H-imidazo[4,5-b]pyridin-3-yl)pyrrolidin-1-yl)methyl)-1-methyl-1H-imidazole-5-carboxylic Acid